4,4'-dibromodiphenyl ether C1=CC(=CC=C1OC2=CC=C(C=C2)Br)Br